C1=CC=C2C(=C1)C(=CN2[C@H]3[C@@H]([C@H]([C@@H]([C@H](O3)CO)O)O)O)C[C@@H](C(=O)O)N The molecule is a L-tryptophan derivative that is L-tryptophan in which the hydrogen attached to the indole nitrogen replaced by a beta-D-glucosyl residue. It has a role as a metabolite. It is a monosaccharide derivative, a N-glycosyl compound, a L-tryptophan derivative and a non-proteinogenic L-alpha-amino acid. It derives from a beta-D-glucose.